C12CCCC(CC1)C2NC2=C(C=C(C=C2C)NC(=O)C=2N=C(OC2CC(F)(F)F)N2CC(C2)(C)OC)F N-(4-(bicyclo[3.2.1]octan-8-ylamino)-3-fluoro-5-methylphenyl)-2-(3-methoxy-3-methylazetidin-1-yl)-5-(2,2,2-trifluoroethyl)oxazole-4-carboxamide